CN(S(=O)(=O)C=1C=C2C(C(NC2=CC1)=O)=CC=1NC=2CCCCC2C1)C 2,3-dihydro-N,N-dimethyl-2-oxo-3-[(4,5,6,7-tetrahydro-1H-indol-2-yl)methylene]-1H-indole-5-sulfonamide